C(C)(C)(C)C=1C=CC(=C(C1)S(=O)(=O)NC(=O)C1=CC=C2C(=N1)N(C=C2N2C=1N(C=C2)C=CN1)C)OC N-((5-(tert-butyl)-2-methoxyphenyl)sulfonyl)-3-(1H-imidazo[1,2-a]imidazol-1-yl)-1-methyl-1H-pyrrolo[2,3-b]pyridine-6-carboxamide